ClC1=C(C(=O)OC)C=CC(=C1)OC1=CC=CC=2C=C(OC21)C=O methyl 2-chloro-4-((2-formylbenzofuran-7-yl)oxy)benzoate